NC1=C(C=C(OC2=CC(=NC=C2)NC(CO[Si](C)(C)C(C)(C)C)=O)C=C1)SC N-[4-(4-amino-3-methylsulfanyl-phenoxy)-2-pyridyl]-2-[tert-butyl(dimethyl)silyl]oxy-acetamide